(E)-3-(3-Bromo-4-hydroxyphenyl)-1-(4-methylsulfanylphenyl)prop-2-en-1-one BrC=1C=C(C=CC1O)/C=C/C(=O)C1=CC=C(C=C1)SC